[Na].[Na].[Na].[Na].[Na].C(CN)N ethylenediamine pentasodium